ClC1=NC=C(C=N1)C(F)(F)F 2-chloro-5-(trifluoromethyl)-pyrimidine